COC=1C=C(C=NO)C=CC1OCCN1CCN(CC1)C1=C(C(=CC=C1)Cl)Cl 3-methoxy-4-{2-[4-(2,3-dichlorophenyl)piperazine-1-yl]Ethoxy}benzaldehyde oxime